(6-aminonaphthalen-2-yl)(1-(cyclopropylmethyl)piperidin-3-yl)methanone hydrochloride Cl.NC=1C=C2C=CC(=CC2=CC1)C(=O)C1CN(CCC1)CC1CC1